NC=1C=CC2=C3C=CC(=CC3=C([N+](=C2C1)CCC[N+](C)(CCN)CCN)C1=CC=CC=C1)N 3,8-diamino-5-(3-(bis(2-aminoethyl)-(methyl)ammonio)propyl)-6-phenylphenanthridine-5-ium